ClC=1C2=CN(N=C2C=CC1C1=CNC2=NC(=CN=C21)N2[C@H]1[C@H]([C@@H](C[C@@H]2CC1)N)F)C (1R,2S,3R,5S)-8-[7-(4-chloro-2-methyl-2H-indazol-5-yl)-5H-pyrrolo[2,3-b]pyrazin-3-yl]-2-fluoro-8-azabicyclo[3.2.1]octan-3-amine